1-(5-((2,2-dimethyl-1,3-dioxapent-4-yl)methoxy)-2,4-difluorophenyl)piperazine CC(O)(OC(C)COC=1C(=CC(=C(C1)N1CCNCC1)F)F)C